C(C1=CC=CC=C1)C=1NC(=C(N1)C1=C(C=C(C=C1)Cl)Cl)C 2-Benzyl-4-(2,4-dichlorophenyl)-5-methylimidazole